C(C)OC(=O)C1=NC=2N(C(=C1)C(C)C)N=C(C2)C(C)C 2,7-diisopropyl-pyrazolo[1,5-a]pyrimidine-5-carboxylic acid ethyl ester